BrCCC\C=C/CCCCCC(OCCCCC)OCCCCC (7Z)-11-bromo-1,1-dipentyloxy-7-undecene